rac-tert-butyl 2-(2-chloro-6-(4-fluorophenyl)pyridin-4-yl)-2-methylpyrrolidine-1-carboxylate ClC1=NC(=CC(=C1)[C@@]1(N(CCC1)C(=O)OC(C)(C)C)C)C1=CC=C(C=C1)F |r|